BrC=1C(=C(C=CC1)NC([O-])=O)CO (3-bromo-2-(hydroxymethyl)phenyl)carbamate